NC1=C(C(=O)NC23CCC(CC2)(CC3)O)C=C(C=N1)C1=CC=C(C=C1)C13CN(CC3C1)C1CCOCC1 2-amino-N-(4-hydroxy-bicyclo[2.2.2]octan-1-yl)-5-(4-(3-(tetrahydro-2H-pyran-4-yl)-3-azabicyclo[3.1.0]hexan-1-yl)phenyl)nicotinamide